FC1=NC=CC=C1OC1=CC(=NC=C1)C(=O)N[C@@H]1C(N(C2=C(OC1)C=CC(=C2)C#CC2(COC2)O)C)=O (S)-4-((2-fluoropyridin-3-yl)oxy)-N-(7-((3-hydroxyoxetan-3-yl)ethynyl)-5-methyl-4-oxo-2,3,4,5-tetrahydrobenzo[b][1,4]oxazepin-3-yl)picolinamide